CC1=C2CC[C@@]3(CC[C@@H](C(=C)[C@H]3C[C@@H](C2(C)C)CC1)O)C taxa-4(20),11-dien-5α-ol